(2S,4R)-4-(2-chloro-4-(3-methyl-1H-1,2,4-triazol-1-yl)phenylsulfonyl)-N-(1-cyanocyclopropyl)-1-(1-(trifluoromethyl)cyclopropanecarbonyl)pyrrolidine-2-carboxamide ClC1=C(C=CC(=C1)N1N=C(N=C1)C)S(=O)(=O)[C@@H]1C[C@H](N(C1)C(=O)C1(CC1)C(F)(F)F)C(=O)NC1(CC1)C#N